FC1=CC=C(C=C1)C1(CN(C1)C)NC(=O)C1=NN2C(C(NC(=C2)C2=CC=3CCCCC3C=C2)=O)=C1 N-[3-(4-Fluorophenyl)-1-methylazetidin-3-yl]-4-oxo-6-(5,6,7,8-tetrahydronaphthalen-2-yl)-4,5-dihydropyrazolo[1,5-a]pyrazine-2-carboxamide